(R)-(-)-4-amino-3-hydroxybutyric acid NC[C@@H](CC(=O)O)O